C(=O)C1=CC=C(OC2CCC(CC2)NC(OC(C)(C)C)=O)C=C1 tert-butyl (4-(4-formylphenoxy)cyclohexyl)carbamate